FC=1C(=CC(=NC1)OC)C1=CC(=NN1)C(=O)N1C2(CC2)C[C@H](CC1)C(=O)NC1CCC(CC1)(C(F)(F)F)O (S)-4-(5-(5-fluoro-2-methoxypyridin-4-yl)-1H-pyrazole-3-carbonyl)-N-((1r,4S)-4-hydroxy-4-(trifluoromethyl)cyclohexyl)-4-azaspiro[2.5]octane-7-carboxamide